N-(4-fluoro-3-methylphenyl)-1,2,4-trimethyl-5-(2-oxo-2-((5-(trifluoromethyl)thiazol-2-yl)amino)acetyl)-1H-pyrrole-3-carboxamide FC1=C(C=C(C=C1)NC(=O)C1=C(N(C(=C1C)C(C(NC=1SC(=CN1)C(F)(F)F)=O)=O)C)C)C